1-cyclopropyl-3-(4-isobutylphenyl)propan-1-ol C1(CC1)C(CCC1=CC=C(C=C1)CC(C)C)O